C(C)OC(CC(C1=CC(=C(C=C1)OC)F)C=1N=C(SC1)CCCC1=NC2=NC=CC=C2C=C1)=O 3-(2-(3-(1,8-naphthyridin-2-yl)propyl)thiazol-4-yl)-3-(3-fluoro-4-methoxyphenyl)-propionic acid ethyl ester